3-(5-(1-acetylpyrrolidin-3-yloxy)-6-(trifluoromethyl)pyrazin-2-yl)-1H-indole-7-carbonitrile C(C)(=O)N1CC(CC1)OC=1N=CC(=NC1C(F)(F)F)C1=CNC2=C(C=CC=C12)C#N